indolo[1,2-a]quinazoline C1=CC=CC=2C=NC=3N(C12)C1=CC=CC=C1C3